C(C)(C)(C)OC(=O)N1C[C@@]2(N(C3=NC(=CC=C3CC2)C)CC2=CC=C(C=C2)OC)C[C@@H]1COS(=O)(=O)C (3S,5R)-1'-(4-methoxybenzyl)-7'-methyl-5-(((methylsulfonyl)oxy)methyl)-3',4'-dihydro-1'H-spiro[pyrrolidine-3,2'-[1,8]naphthyridine]-1-carboxylic acid tert-butyl ester